2-(4-Methyl-[1,4]diazepan-1-yl)-5-oxo-5H-7-thia-1,11b-diaza-benzo[c]fluorene-6-carboxylic acid (5-methyl-pyrazin-2-ylmethyl)-amide CC=1N=CC(=NC1)CNC(=O)C=1C(C2=C(N3C=4C=CC=CC4SC13)N=C(C=C2)N2CCN(CCC2)C)=O